C(=O)(OC(C)(C)C)N1CCC(C1)N 1-Boc-4-aminopyrrolidine